cyclohex-ane-1,2-dicarboxylic acid C1(C(CCCC1)C(=O)O)C(=O)O